3-amino-N-(2-{8-amino-6-oxa-3-azabicyclo[3.2.1]octan-3-yl}-5,6,7,8-tetrahydroquinolin-6-yl)-5-fluoro-6-methylthieno[2,3-b]pyridine-2-carboxamide NC1=C(SC2=NC(=C(C=C21)F)C)C(=O)NC2CC=1C=CC(=NC1CC2)N2CC1COC(C2)C1N